3,3-Dimethyl-5-oxo-7-oxabicyclo[4.1.0]heptane-1-carbaldehyde CC1(CC2(OC2C(C1)=O)C=O)C